(-)-N-(5-(1-amino-3-cyclopropyl-1-phenylpropyl)-2-fluorophenyl)-1-(3-(aminomethyl)phenyl)-3-(trifluoromethyl)-1H-pyrazole-5-carboxamide NC(CCC1CC1)(C1=CC=CC=C1)C=1C=CC(=C(C1)NC(=O)C1=CC(=NN1C1=CC(=CC=C1)CN)C(F)(F)F)F